Azol-4(5H)-one N1C=CC(C1)=O